(3S,4R)-3-amino-4-hydroxypyrrolidin-2-one N[C@@H]1C(NC[C@H]1O)=O